methyl 7-methoxy-1-methyl-2-(6,8,15,21-tetrazatetracyclo[13.5.2.02,7.018,22]docosa-1(21),2(7),3,5,16,18(22),19-heptaen-16-yl)benzimidazole-5-carboxylate COC1=CC(=CC2=C1N(C(=N2)C=2N1CCCCCCNC=3N=CC=CC3C=3C=CC(C2)=C1N3)C)C(=O)OC